C(C)OC(=O)C=1SC=C(N1)C(=O)N1C(CCC1)C 4-(2-methylpyrrolidine-1-carbonyl)thiazole-2-carboxylic acid ethyl ester